1-ethyl (3-oxetanyl)methyl ether O1CC(C1)COCC